2-(5-bromo-2H-indazol-2-yl)-N,N-dimethylethan-1-amine BrC1=CC2=CN(N=C2C=C1)CCN(C)C